3-benzyl-1-(4-((4-cyanophenyl)amino)phenyl)-1-(trans-4-((5-cyanopyridin-2-yl)amino)cyclohexyl)urea C(C1=CC=CC=C1)NC(N([C@@H]1CC[C@H](CC1)NC1=NC=C(C=C1)C#N)C1=CC=C(C=C1)NC1=CC=C(C=C1)C#N)=O